N-((5-(4-cyanotetrahydro-2H-pyran-4-yl)-2-methoxyphenyl)sulfonyl)-5-(pyridin-2-yl)quinoline-2-carboxamide C(#N)C1(CCOCC1)C=1C=CC(=C(C1)S(=O)(=O)NC(=O)C1=NC2=CC=CC(=C2C=C1)C1=NC=CC=C1)OC